(R)-1-(4'-trifluoromethylphenyl)ethanol FC(C1=CC=C(C=C1)[C@@H](C)O)(F)F